tetrahydro-2H-pyran-4-yl 5-hydroxy-2-((tetrahydro-2H-pyran-4-yl) oxy)-1,7-naphthyridine-6-carboxylate OC1=C2C=CC(=NC2=CN=C1C(=O)OC1CCOCC1)OC1CCOCC1